(4-(3,4-difluoro-2-(trifluoromethyl)phenyl)piperidin-1-yl)(5-(piperidine-1-carbonyl)-1,4,5,6-tetrahydropyrrolo[3,4-c]pyrazol-3-yl)methanone FC=1C(=C(C=CC1F)C1CCN(CC1)C(=O)C=1C2=C(NN1)CN(C2)C(=O)N2CCCCC2)C(F)(F)F